FC(N1C(C(=CC(=C1)N=C(C1=CC=CC=C1)C1=CC=CC=C1)OCC)=O)F 1-(difluoromethyl)-5-((diphenylmethylene)amino)-3-ethoxypyridin-2(1H)-one